5-(difluoromethoxy)-7-(hydroxymethyl)-3-methylquinoxalin-2(1H)-one FC(OC1=C2N=C(C(NC2=CC(=C1)CO)=O)C)F